C(C1=CC=CC=C1)OCCC(C#N)C 4-(benzyloxy)-2-methylbutanenitrile